ClC=1C=CC(=C(C1)O)CN1C[C@@H]2CN[C@H]([C@@H]2C1)C 5-chloro-2-(((3aS,4S,6aS)-4-methyl-hexahydropyrrolo[3,4-c]pyrrol-2(1H)-yl)methyl)phenol